NC(CC(=O)O)C(NC(CC1=CC=CC=C1)CC(=O)OCC)=O 3-amino-3-[(4-ethoxy-4-oxo-1-phenylbutan-2-yl)carbamoyl]propionic acid